FC1=C(C(=O)N2CC(C2)NC(C#N)CC)C=C(C=C1)CC1=NNC(C2=CC=CC=C12)=O 2-((1-(2-fluoro-5-((4-oxo-3,4-dihydrophthalazin-1-yl)methyl)benzoyl)azetidin-3-yl)amino)butanenitrile